N-[methyloxido[4-[5-(trifluoromethyl)-1,2,4-oxadiazol-3-yl]phenyl]-λ4-sulfanylidene]cyanamide CC1=C(C=CC(=C1)C1=NOC(=N1)C(F)(F)F)S(=NC#N)[O-]